2-{[2-(4-{[(tert-butylcarbamoyl)methyl](methyl)amino}-5,6-dimethylthieno[2,3-d]pyrimidin-2-yl)pyridin-4-yl]oxy}ethyl methanesulfonate CS(=O)(=O)OCCOC1=CC(=NC=C1)C=1N=C(C2=C(N1)SC(=C2C)C)N(C)CC(NC(C)(C)C)=O